COC=1C=C(C[C@@]2(C[C@H](O)[C@@H](CO)O2)N2C(=O)NC(=O)C=C2)C=CC1 3-methoxybenzyl-2'-deoxyuridine